O1CCN(CC1)C1=CC(NC(=C1)N1[C@H](CCCCC1)CC1=NC=CC=C1)=O (R)-4-morpholino-6-(2-(pyridin-2-ylmethyl)azepan-1-yl)pyridin-2(1H)-one